5-chloro-4-((3aR,6aS)-3a,6a-dimethylhexahydropyrrolo[3,4-c]pyrrol-2(1H)-yl)-N-(1H-pyrazol-4-yl)pyrimidin-2-amine ClC=1C(=NC(=NC1)NC=1C=NNC1)N1C[C@@]2(CNC[C@@]2(C1)C)C